FC1=C(C=CC(=C1)F)NN=CC1=CC=C(C=C1)F 1-(2,4-difluorophenyl)-2-(4-fluorobenzylidene)hydrazine